IC1=NNC2=C1C=NC(=C2)C 3-iodo-6-methyl-1H-pyrazolo[4,3-c]pyridine